CC1=NC=C(C=N1)N1N=CC(=CC1=O)B(O)O (1-(2-methylpyrimidin-5-yl)-6-oxo-1,6-dihydropyridazin-4-yl)boronic acid